5-(2-chlorobenzyl)-3-(((2-(trifluoromethyl)pyridin-3-yl)methyl)amino)-4H-benzo[e][1,2,4]thiadiazine 1,1-dioxide ClC1=C(CC2=CC=CC3=C2NC(=NS3(=O)=O)NCC=3C(=NC=CC3)C(F)(F)F)C=CC=C1